C(C)(C)(C)NC(=S)NC(C)C N-tert-butyl-N'-isopropyl-thiourea